C[C@H]1[C@@H](C[C@H]([C@@H](O1)OCCCCCCCCCC[C@H](CC(=O)O)O)O)O The molecule is an omega-hydroxy fatty acid ascaroside that is oscr#22 in which the pro-R hydrogen beta to the carboxy group is replaced by a hydroxy group. It is a metabolite of the nematode Caenorhabditis elegans. It has a role as a Caenorhabditis elegans metabolite. It is an omega-hydroxy fatty acid ascaroside, a 3-hydroxy carboxylic acid and a monocarboxylic acid. It derives from an oscr#22 and a (3R)-3,13-dihydroxytridecanoic acid. It is a conjugate acid of a bhos#22(1-).